CC1=NOC(=C1C1=CC(=C(C=C1)NC1CS(CCC1)(=O)=O)[N+](=O)[O-])C 3-((4-(3,5-Dimethylisoxazol-4-yl)-2-nitrophenyl)amino)tetrahydro-2H-thiopyran 1,1-dioxide